2,2-bis(5-aminomethyl-tetrahydrofuran-2-yl)propane NCC1CCC(O1)C(C)(C)C1OC(CC1)CN